OC1=CC=C(C=C1)C1(C(NC2=C(O1)C=CC=C2)=O)C2=CC=C(OCC(=O)O)C=C2 2-(4-(2-(4-hydroxyphenyl)-3-oxo-3,4-dihydro-2H-benzo[b][1,4]oxazin-2-yl)phenoxy)acetic acid